C(=O)O.C1(CC1)C1=C(CN2CC(C2)(O)C)C=CC(=C1)C1CN(C1)C1=C(C=CC=C1Cl)Cl 1-(2-cyclopropyl-4-(1-(2,6-dichlorophenyl)azetidin-3-yl)benzyl)-3-methylazetidin-3-ol, formic acid salt